C(=O)(OC(C)(C)C)NCCCCCCCCCCO 10-(Boc-amino)-1-decanol